2-(((3-(dimethylamino)propanoyl)oxy)methyl)-2-((oleoyloxy)methyl)propane-1,3-diyl dioleate C(CCCCCCC\C=C/CCCCCCCC)(=O)OCC(COC(CCCCCCC\C=C/CCCCCCCC)=O)(COC(CCCCCCC\C=C/CCCCCCCC)=O)COC(CCN(C)C)=O